chlorodimethyl-(2-methylpropan-2-yl)silane Cl[Si](C(C)(C)C)(C)C